tert-Butyl 10-((6-oxopyridazin-1(6H)-yl)methyl)-7-azaspiro[4.5]decane-7-carboxylate O=C1C=CC=NN1CC1CCN(CC12CCCC2)C(=O)OC(C)(C)C